CC1(C(NC2=CC=CC=C12)=O)C 3,3-dimethylindolinone